Benzyl 4'-(2-((2-aminoethyl)amino)-2-oxoethoxy)-[1,1'-biphenyl]-3-carboxylate hydrochloride Cl.NCCNC(COC1=CC=C(C=C1)C1=CC(=CC=C1)C(=O)OCC1=CC=CC=C1)=O